((((2,2'-dichloro-[1,1'-biphenyl]-3,3'-diyl)))bis(methylene))bis(piperidin-3-ol) ClC1=C(C=CC=C1CN1CC(CCC1)O)C1=C(C(=CC=C1)CN1CC(CCC1)O)Cl